2-((4-methylphenyl)sulfonylamino)-N-(4-(3-pyridinyl)thiazol-2-yl)benzamide CC1=CC=C(C=C1)S(=O)(=O)NC1=C(C(=O)NC=2SC=C(N2)C=2C=NC=CC2)C=CC=C1